C(#N)C1=C(C(=C(C(=C1N1C2=CC=C(C=C2C=2C=C(C=CC12)C#N)C#N)C1=NC2=C(N1C1=CC=CC=C1)C=CC=C2)N2C1=CC=C(C=C1C=1C=C(C=CC21)C#N)C#N)N2C1=CC=C(C=C1C=1C=C(C=CC21)C#N)C#N)N2C1=CC=C(C=C1C=1C=C(C=CC21)C#N)C#N 9,9',9'',9'''-(4-cyano-6-(1-phenyl-1H-benzo[d]imidazol-2-yl)benzene-1,2,3,5-tetrayl)tetrakis(9H-carbazole-3,6-dicarbonitrile)